ClC=1C=C(C=NC1C=1N=NN(N1)C)N 5-chloro-6-(2-methyl-2H-tetrazol-5-yl)pyridin-3-amine